tert-butyl 4-[4-cyano-3-[(8-fluoro-2-methyl-imidazo[1,2-a]-pyridin-6-yl)amino]-1-tetrahydropyran-2-yl-indazol-6-yl]piperazine-1-carboxylate C(#N)C1=C2C(=NN(C2=CC(=C1)N1CCN(CC1)C(=O)OC(C)(C)C)C1OCCCC1)NC=1C=C(C=2N(C1)C=C(N2)C)F